(1R,5S,6R)-6-[(8-amino-6-chloro-2,7-naphthyridin-3-yl)carbamoyl]-3-Azabicyclo[3.1.0]Hexane-3-carboxylic acid tert-butyl ester C(C)(C)(C)OC(=O)N1C[C@H]2C([C@H]2C1)C(NC=1N=CC2=C(N=C(C=C2C1)Cl)N)=O